C(C)(C)(C)C=1C=C(C(=O)OCCCCCCCCCCCCCCCCCCCCCC)C=C(C1O)C(C)(C)C behenyl 3,5-di-tert-butyl-4-hydroxybenzoate